OCC1(CC1)S(=O)(=O)C=1C=C(OC[C@H](CN[C@@H]2COC3(C2)CCN(CC3)S(=O)(=O)C=3C=C(C=CC3)C3=CC=C(C=C3)CNCCC)O)C=CC1 (S)-1-(3-(1-(hydroxymethyl)cyclopropylsulfonyl)phenoxy)-3-((S)-8-(4'-((propylamino)methyl)biphenyl-3-ylsulfonyl)-1-oxa-8-azaspiro[4.5]decan-3-ylamino)propan-2-ol